1-(1H-indol-6-yl)-3-(4-((2-methylpyridin-4-yl)methyl)-3-oxo-3,4-dihydro-2H-benzo[b][1,4]thiazin-6-yl)urea N1C=CC2=CC=C(C=C12)NC(=O)NC1=CC2=C(SCC(N2CC2=CC(=NC=C2)C)=O)C=C1